SODIUM IRON SULFATE S(=O)(=O)([O-])[O-].[Fe+2].[Na+]